FC(C(CCC)NC1=NN2C(C(=N1)N)=NC=C2)(F)F N2-(1,1,1-trifluoropentan-2-yl)imidazo[2,1-f][1,2,4]triazine-2,4-diamine